C(C)N(C(=O)C1=C(OC=2C(=NC=NC2)N2C[C@@H]([C@@H](C2)F)CNC([O-])=O)C=CC(=C1)F)C(C)C (((3S,4S)-1-(5-(2-(ethyl(isopropyl)carbamoyl)-4-fluorophenoxy)pyrimidine-4-yl)-4-fluoropyrrolidin-3-yl)methyl)carbamate